COC(=O)C1=C(SC=C1)/N=C\1/N(CCC1)CC1=CC=C(C=C1)OC.OC12C(C=3C=CSC3N=C2NCC1)=O 9-hydroxy-4-thia-2,12-diazatricyclo[7.3.0.03,7]dodeca-1,3(7),5-triene-8-one Methyl-2-{[(2E)-1-[(4-methoxyphenyl)methyl]pyrrolidin-2-ylidene]amino}thiophene-3-carboxylate